(S)-N-(3-nitro-4-chlorobenzenesulfonyl)-2-(2-(5-(([1,1'-biphenyl]-4-yl)methylene)-thiazolidine-2,4-dione-3-yl)acetamido)-3-phenylpropanamide [N+](=O)([O-])C=1C=C(C=CC1Cl)S(=O)(=O)NC([C@H](CC1=CC=CC=C1)NC(CN1C(SC(C1=O)=CC1=CC=C(C=C1)C1=CC=CC=C1)=O)=O)=O